Ethyl 4-(6-amino-3,5-dicyano-2-oxo-4-(4-(6-oxo-3-phenylpyridazin-1(6H)-yl)phenyl)pyridin-1(2H)-yl)benzoate NC1=C(C(=C(C(N1C1=CC=C(C(=O)OCC)C=C1)=O)C#N)C1=CC=C(C=C1)N1N=C(C=CC1=O)C1=CC=CC=C1)C#N